N'-dicarboxymethylethylenediamine monosodium salt [Na+].C(=O)([O-])C(NCCN)C(=O)[O-]